N-(2-cyano-3-iodopyridin-4-yl)-3,3,3-trifluoro-N-(4-methoxybenzyl)-2-methylpropanamide C(#N)C1=NC=CC(=C1I)N(C(C(C(F)(F)F)C)=O)CC1=CC=C(C=C1)OC